N1=NC=C(C=C1)C(=O)[O-] 4-pyridazinate